ClC1=CC(=C2C(=CNC2=C1Cl)C=1C=NNC1)NCC(CO)(F)F 3-[[6,7-dichloro-3-(1H-pyrazol-4-yl)-1H-indol-4-yl]amino]-2,2-difluoro-propan-1-ol